tert-butyl (3-methoxyphenethyl)carbamate COC=1C=C(CCNC(OC(C)(C)C)=O)C=CC1